5-(imidazo[1,2-a]pyrimidin-3-yl)-1-(2-((1R,3S,4S)-3-(6-methylpyridin-2-ylcarbamoyl)-2-azabicyclo[2.2.1]heptan-2-yl)-2-oxoethyl)-1H-indole-3-carboxamide N=1C=C(N2C1N=CC=C2)C=2C=C1C(=CN(C1=CC2)CC(=O)N2[C@@H]1CC[C@H]([C@H]2C(NC2=NC(=CC=C2)C)=O)C1)C(=O)N